BrC1=NC(=CC(=C1)\C=C/COC)Cl (Z)-2-bromo-6-chloro-4-(3-methoxyprop-1-en-1-yl)pyridine